FC(C=1C=C(C=C2C=CC=NC12)CC(=O)C1NCCC(C1)N1C(NC2=C1C=CC=C2)=O)(F)F 1-(2-(2-(8-(trifluoromethyl)quinolin-6-yl)acetyl)piperidin-4-yl)-1,3-Dihydro-2H-benzo[d]imidazol-2-one